1-(3,5-Dinitro-phenoxymethyl)-2-methyl-5-nitro-1H-imidazole [N+](=O)([O-])C=1C=C(OCN2C(=NC=C2[N+](=O)[O-])C)C=C(C1)[N+](=O)[O-]